tris(methylphenyl)phosphine tetrakis(phenyl)borate C1(=CC=CC=C1)[B-](C1=CC=CC=C1)(C1=CC=CC=C1)C1=CC=CC=C1.CC1=C(C=CC=C1)P(C1=C(C=CC=C1)C)C1=C(C=CC=C1)C